6-vinyl-2,2,6-trimethyltetrahydropyran C(=C)C1(CCCC(O1)(C)C)C